4-([3-(2-chlorophenyl)-4-oxo-3,4-dihydroquinazolin-2-yl]methyl)-N-hydroxybenzamide ClC1=C(C=CC=C1)N1C(=NC2=CC=CC=C2C1=O)CC1=CC=C(C(=O)NO)C=C1